ClC(C(=O)OC(C(Cl)(F)F)=O)(F)F.[Na] sodium (2-chloro-2,2-difluoro-acetyl)oxide